2-(difluoromethoxy)-3-(1-methyl-1H-pyrazol-4-yl)aniline ethyl-2-methyl-1-(N-(methylsulfonyl)methylsulfonamido)-1H-imidazole-5-carboxylate C(C)OC(=O)C1=CN=C(N1N(S(=O)(=O)C)S(=O)(=O)C)C.FC(OC1=C(N)C=CC=C1C=1C=NN(C1)C)F